((2-(2-((tert-Butoxycarbonyl)amino)ethoxy)-4-fluorophenyl)amino)-5-(trifluoromethyl)benzoic acid C(C)(C)(C)OC(=O)NCCOC1=C(C=CC(=C1)F)NC1=C(C(=O)O)C=C(C=C1)C(F)(F)F